methyl 5-(3-(N-(2-(2-fluorophenyl)acetyl)propiolamido) propoxy)-4-methoxy-2-propiolamidobenzoate FC1=C(C=CC=C1)CC(=O)N(C(C#C)=O)CCCOC=1C(=CC(=C(C(=O)OC)C1)NC(C#C)=O)OC